1-(trans-4-n-heptylcyclohexyl)-3,5-diaminobenzene C(CCCCCC)[C@@H]1CC[C@H](CC1)C1=CC(=CC(=C1)N)N